(2-naphthylthio)diphenyl-phosphine C1=C(C=CC2=CC=CC=C12)SP(C1=CC=CC=C1)C1=CC=CC=C1